(2S)-10-((5-Chloro-2-(2,6-dimethyl-1-oxidothiomorpholino)pyrimidin-4-yl)amino)-2-cyclopropyl-3,3-difluoro-7-methyl-1,2,3,4-tetrahydro-[1,4]oxazepino[2,3-c]chinolin-6(7H)-on ClC=1C(=NC(=NC1)N1CC(S(C(C1)C)=O)C)NC1=CC=2C3=C(C(N(C2C=C1)C)=O)OCC([C@@H](N3)C3CC3)(F)F